C1(CC1)C=1C=C2C(C(N(C2=CC1)CC(=O)NC(CCC(=O)O)(C)C)=O)(C)C 4-(2-(5-cyclopropyl-3,3-dimethyl-2-oxoindol-1-yl)acetamido)-4-methylpentanoic acid